β-quinoline C1=CC=C2C=NC=CC2=C1